(Sa)-6-(4-Fluoro-1-((S)-1-(4-(6-methoxypyridin-3-yl)phenyl)ethyl)-1H-indol-7-carboxamido)spiro[3.3]heptan FC1=C2C=CN(C2=C(C=C1)C(=O)NC1CC2(CCC2)C1)[C@@H](C)C1=CC=C(C=C1)C=1C=NC(=CC1)OC